1,3,4,5-Tetrakis[(E)-2-(3,4-dihydroxyphenyl)ethenylcarbonyloxy]cyclohexanecarboxylic acid OC=1C=C(C=CC1O)/C=C/C(=O)OC1(CC(C(C(C1)OC(=O)\C=C\C1=CC(=C(C=C1)O)O)OC(=O)\C=C\C1=CC(=C(C=C1)O)O)OC(=O)\C=C\C1=CC(=C(C=C1)O)O)C(=O)O